C(C1=CC=CC=C1)OC(=O)N[C@H](C)CO N-benzyloxycarbonyl-D-alaninol